[F-].O=[O+][O-] trioxygen fluoride